COC1=C(C=CC=C1)CNCCC1=CC(=C(C(=C1)OC)OC)OC N-[(2-methoxyphenyl)methyl]-2-(3,4,5-trimethoxyphenyl)ethanamine